S(OC1=CC=C(C=C1)OCC1=CC=C(C=C1)C=1N=NN(C1)C)(=O)(=O)F 4-((4-(1-methyl-1H-1,2,3-triazol-4-yl)benzyl)oxy)phenyl sulfurofluoridate